COC1=C(C(=O)C(C(CC(C)(C)C)C)P(C(C(CC(C)(C)C)C)C(C2=C(C=CC=C2OC)OC)=O)=O)C(=CC=C1)OC bis((2,6-dimethoxybenzoyl)-2,4,4-trimethylpentyl)phosphine oxide